COC=1C=C(C=CC1C)NC(=O)[C@H]1C[C@@H](CC1)NC(OC(C)(C)C)=O tert-Butyl ((1R,3R)-3-((3-methoxy-4-methylphenyl)carbamoyl)cyclopentyl)carbamate